3-bromo-N-methyl-4-(4-((3-(trifluoromethyl)benzyl)carbamoyl)phenyl)-1H-indole-2-carboxamide BrC1=C(NC2=CC=CC(=C12)C1=CC=C(C=C1)C(NCC1=CC(=CC=C1)C(F)(F)F)=O)C(=O)NC